4-(3-((2-((3-methyl-1-(1-methylpyrrolidin-3-yl)-1H-pyrazol-4-yl)amino)-5-(trifluoromethyl)pyrimidin-4-yl)amino)propyl)-1,4-oxazepan-3-one CC1=NN(C=C1NC1=NC=C(C(=N1)NCCCN1C(COCCC1)=O)C(F)(F)F)C1CN(CC1)C